OC1CCN(CC1)C=1C=CC(=NC1)NC=1C=CC(=C2CNC(C12)=O)C1=CN=C2N1N=CC=C2 7-[[5-(4-hydroxy-1-piperidyl)-2-pyridyl]amino]-4-imidazo[1,2-b]pyridazin-3-yl-isoindolin-1-one